1-[5-ethylsulfonyl-6-[2-(2-hydroxy-4-iodo-phenyl)-2-oxo-ethyl]-3-pyridyl]cyclopropanecarbonitrile C(C)S(=O)(=O)C=1C=C(C=NC1CC(=O)C1=C(C=C(C=C1)I)O)C1(CC1)C#N